ClC1=CC=C(C=C1)N1N=C(C=C1C1=CC=C(C#N)C=C1)C(=O)N1C[C@@H](CCC1)NC (R)-4-(1-(4-chlorophenyl)-3-(3-methylaminopiperidine-1-carbonyl)-1H-pyrazol-5-yl)benzonitrile